2-(3,5-difluorophenyl)-N-{3-sulfamoyl-4-[5-(trifluoromethyl)pyridin-3-yl]phenyl}acetamide FC=1C=C(C=C(C1)F)CC(=O)NC1=CC(=C(C=C1)C=1C=NC=C(C1)C(F)(F)F)S(N)(=O)=O